COC=1C=CC2=C(N(N=N2)CC=O)C1 2-(6-methoxy-1H-benzo[d][1,2,3]triazol-1-yl)ethane-1-one